bromo-2,3-dihydrobenzofuran-7-amine BrC1OC2=C(C1)C=CC=C2N